tert-Butyl (2R,5S)-4-(6,7-dichloro-1-(4,6-diisopropyl-2-methoxypyrimidin-5-yl)-2-oxo-1,2-dihydropyrido[2,3-d]pyrimidin-4-yl)-2,5-dimethylpiperazine-1-carboxylate ClC1=CC2=C(N(C(N=C2N2C[C@H](N(C[C@@H]2C)C(=O)OC(C)(C)C)C)=O)C=2C(=NC(=NC2C(C)C)OC)C(C)C)N=C1Cl